2-(1-(6,7-dimethoxyquinazolin-4-yl)azetidin-3-yl)ethenesulfonamide COC=1C=C2C(=NC=NC2=CC1OC)N1CC(C1)C=CS(=O)(=O)N